6-(1-methyl-3-(pyridin-2-yl)-1H-pyrazol-4-yl)-6-(1H-pyrazol-5-yl)picolinamide CN1N=C(C(=C1)C1(C=CC=C(N1)C(=O)N)C1=CC=NN1)C1=NC=CC=C1